CC(C)(C)OC(CN1CCN(CCN(CCN(CC1)CC(OC(C)(C)C)=O)CC(OC(C)(C)C)=O)CC(=O)O)=O (4,7,10-tri{2-[(2-methylpropane-2-yl)oxy]-2-oxoethyl}-1,4,7,10-tetraazacyclododecane-1-yl)acetic acid